di(2-bromoethyl)ether BrCCOCCBr